ClC=1N=C(NC1[C@H]1[C@H](CN(CC1)S(=O)(=O)C=CC(=O)NC[C@H]1OCC1)C)C1=NC=C(C=C1)F 3-[[(3R,4R)-4-[4-Chloro-2-(5-fluoro-2-pyridyl)-1H-imidazol-5-yl]-3-methyl-1-piperidyl]sulfonyl]-N-[[(2S)-oxetan-2-yl]methyl]propenamide